5-carbamoyl-6-(3,5-dimethoxyphenylethynyl)pyrazine C(N)(=O)C=1N=CC=NC1C#CC1=CC(=CC(=C1)OC)OC